BrC=1C=C2C(=NN(C(C2=CC1)=O)CC(=O)OCC)C(C)OC ethyl 2-(6-bromo-4-(1-methoxyethyl)-1-oxophthalazin-2(1H)-yl)acetate